5-(5-fluoro-2-(2-morpholinopyridin-4-ylamino)pyrimidin-4-ylamino)benzo[d]oxazol-2(3H)-one ditrifluoroacetate salt FC(C(=O)O)(F)F.FC(C(=O)O)(F)F.FC=1C(=NC(=NC1)NC1=CC(=NC=C1)N1CCOCC1)NC=1C=CC2=C(NC(O2)=O)C1